7-(cyclopentylamino)-5-fluoro-2-(((1-(2-hydroxyacetyl)piperidin-4-yl)thio)methyl)quinazolin-4(3H)-one C1(CCCC1)NC1=CC(=C2C(NC(=NC2=C1)CSC1CCN(CC1)C(CO)=O)=O)F